[Cu].[Cu].[Ti] titanium-copper-copper